N,6-dimethyl-N-Phenyl-[1,2,4]triazolo[4,3-a]quinazolin-5-amine CN(C1=NC=2N(C3=CC=CC(=C13)C)C=NN2)C2=CC=CC=C2